CN1C(C(=C(C2=CC=CC=C12)N1CCC(CC1)C=1OC2=C(N1)C(=CC=C2)C)C#N)=O 1-Methyl-4-[4-(4-methyl-1,3-benzoxazol-2-yl)piperidin-1-yl]-2-oxo-1,2-dihydroquinoline-3-carbonitrile